4-((5S)-5-(3,5-dichlorophenyl)-4,5-dihydro-5-(trifluoromethyl)-3-isoxazolyl)-2-methyl-N-(cis-1-oxido-3-thietanyl)benzamide ClC=1C=C(C=C(C1)Cl)[C@@]1(CC(=NO1)C1=CC(=C(C(=O)NC2CS(C2)=O)C=C1)C)C(F)(F)F